COC=1C=C(C=C(C1)OC)N(C(=O)C1=CN=C(O1)C#C[Si](C(C)C)(C(C)C)C(C)C)C1C(N(CC1)CC(F)(F)F)=O N-(3,5-dimethoxyphenyl)-N-(2-oxo-1-(2,2,2-trifluoroethyl)pyrrolidin-3-yl)-2-((triisopropylsilyl)ethynyl)oxazole-5-carboxamide